ethane-HCl Cl.CC